C(CCCCCCCCC\C=C\CCCCCC)=O vaccenaldehyde